C(C)C1=CC=C(C=C1)S(=O)(=O)C=1C=NC2=CC=C(C=C2C1N1N=NC=C1)OC(F)(F)F 3-((4-ethylphenyl)sulfonyl)-4-(1H-1,2,3-triazol-1-yl)-6-(trifluoromethoxy)quinoline